(biphenylyl)[di(phenyl)triazinylphenyl]dibenzoselenophene C1(=C(C=CC=C1)C1=C(C2=C([Se]C3=C2C=CC=C3)C=C1)C1=C(C(=C(C=C1)C1=CC=CC=C1)C1=CC=CC=C1)C1=NN=NC=C1)C1=CC=CC=C1